1-(3-cyano-4,6-bis(trifluoromethyl)pyridin-2-yl)-N-(cyclopropylmethyl)-N-(4-fluorophenyl)-1H-pyrrole-2-carboxamide C(#N)C=1C(=NC(=CC1C(F)(F)F)C(F)(F)F)N1C(=CC=C1)C(=O)N(C1=CC=C(C=C1)F)CC1CC1